1-methoxybutyl-3-methyl-imidazolium tetrafluoroborate F[B-](F)(F)F.COC(CCC)C=1NC=C[N+]1C